C(C=C)(=O)N1[C@@H](CN(CC1)C1=C(C(N(C2=NC(=C(C=C12)Cl)C1=C(C=CC=C1O)F)C=1C(=NC=CC1C)C(C)C)=O)C#N)C ((R)-4-acryloyl-3-methylpiperazin-1-yl)-6-chloro-7-(2-fluoro-6-hydroxyphenyl)-1-(2-isopropyl-4-methylpyridin-3-yl)-2-oxo-1,2-dihydro-1,8-naphthyridine-3-carbonitrile